BrC1=C(C=C(C(=O)N2CC=3N(CC2)C(N(C3C(=O)NC3(CC3)C3=CC=CC=C3)C3=CC=CC=C3)=O)C=C1)Cl 7-(4-bromo-3-chloro-benzoyl)-3-oxo-2-phenyl-N-(1-phenylcyclopropyl)-6,8-dihydro-5H-imidazo[1,5-a]pyrazine-1-carboxamide